2-(2-furyl)-2-methyl-1,3-butanediol benzoate phenylglyoxylate C1(=CC=CC=C1)C(C(=O)OC(C(COC(C1=CC=CC=C1)=O)(C)C=1OC=CC1)C)=O